FC=1C=C(C=CC1)C(N1C2CN(CC1CC2)C(=O)C=2C1=C(C=NC2)C=CN1)C1=CC(=CC=C1)F [8-[bis(3-fluorophenyl)methyl]-3,8-diazabicyclo[3.2.1]octan-3-yl]-(1H-pyrrolo[3,2-c]pyridin-7-yl)methanone